(S)-2-((((9H-fluoren-9-yl)methoxy)carbonyl)(methyl)amino)penta-4-enoic acid C1=CC=CC=2C3=CC=CC=C3C(C12)COC(=O)N([C@H](C(=O)O)CC=C)C